3-ethyl-1-(octadecylamino)-1-oxoheptan C(C)C(CC(=O)NCCCCCCCCCCCCCCCCCC)CCCC